CS(=O)(=N)C1=CC=CO1 5-(methylsulfonimidoyl)furan